FC=1C=NC=CC1C1=CN=C(S1)N 5-(3-fluoro-4-pyridyl)thiazol-2-amine